N-(3-bromo-5-fluoroisonicotinyl)-O-((1R,3R)-3-(2-(5,6,7,8-tetrahydro-1,8-naphthyridin-2-yl)ethyl)cyclobutyl)-D-homoserine BrC1=C(CN[C@H](CCOC2CC(C2)CCC2=NC=3NCCCC3C=C2)C(=O)O)C(=CN=C1)F